2-Fluoro-5-((6-fluoro-4-oxo-3,4-dihydro-phthalazin-1-yl)methyl)benzoic acid FC1=C(C(=O)O)C=C(C=C1)CC1=NNC(C2=CC(=CC=C12)F)=O